NC1OC=2C(C1)=C(C=CC2)C(=O)O amino-2,3-dihydrobenzofuran-4-carboxylic acid